2-Cyclopropyl-N8-(3,3-difluoroindan-1-yl)imidazo[1,2-b]pyridazine-3,8-dicarboxamide C1(CC1)C=1N=C2N(N=CC=C2C(=O)NC2CC(C3=CC=CC=C23)(F)F)C1C(=O)N